1-((4-(3-amino-4-methyl-1H-indazol-5-yl)-3-methylphenyl)sulfonyl)-3-methylpyrrolidin-3-ol NC1=NNC2=CC=C(C(=C12)C)C1=C(C=C(C=C1)S(=O)(=O)N1CC(CC1)(O)C)C